CC=1C(=C(C(=O)N)C=CC1)[N+](=O)[O-] 3-methyl-2-nitrobenzamide